C(C)(C)(C)OC(NCC(=O)NC1=CC(=CC=C1)CNC1=NC(=NC=2N1N=CC2C(C)C)NC2CCOCC2)=O tert-butyl(2-((3-(((8-isopropyl-2-((tetrahydro-2H-pyran-4-yl)amino)pyrazolo[1,5-a][1,3,5]triazin-4-yl)amino)methyl)phenyl)amino)-2-oxoethyl)carbamate